1-methyl-4-ethylpiperidinium fluoride [F-].C[NH+]1CCC(CC1)CC